COC1=C(C=CC(=C1)OC)CC(C(=O)OCC)NC=O 3-(2,4-Dimethoxy-phenyl)-2-formylamino-propionic acid, ethyl ester